C1(=CC=CC=C1)C1=CN=CC(=N1)N1CCC2(CCN(C2)C=2C=NC(=CC2)C(F)(F)F)CC1 8-(6-phenylpyrazin-2-yl)-2-[6-(trifluoromethyl)pyridin-3-yl]-2,8-diazaspiro[4.5]decane